CC1(CC(C1)N1N=NC2=C1C(=CC=C2)C(F)(F)F)O (cis)-1-methyl-3-[7-(trifluoromethyl)-1H-1,2,3-benzotriazol-1-yl]cyclobutan-1-ol